CO[Si](CCCNCCN)(OC)OC [3-(Trimethoxysilyl)propyl]ethylenediamine